C(C)(C)(C)OC(=O)N1CCN(CC1)CC1=C(C=C(C(=C1)Cl)Br)OC 4-[(4-bromo-5-chloro-2-methoxy-phenyl)methyl]Piperazine-1-carboxylic acid tert-butyl ester